C(C1=CC=CC=C1)(=O)OC[C@@H]1[C@@]([C@@H](C(O1)CC(=O)[O-])CC(=O)[O-])(O)C1CC1 (3R,4R,5R)-5-((benzoyloxy)methyl)-4-cyclopropyl-4-hydroxytetrahydrofuran-2,3-diyldiacetate